4-(docosylamino)benzaldehyde C(CCCCCCCCCCCCCCCCCCCCC)NC1=CC=C(C=O)C=C1